(3aR,5s,6aS)-N-[6-(2-chlorophenyl)pyridazin-3-yl]-2-(tetrahydropyran-4-ylmethyl)-3,3a,4,5,6,6a-hexahydro-1H-cyclopenta[c]pyrrol-5-amine ClC1=C(C=CC=C1)C1=CC=C(N=N1)NC1C[C@@H]2[C@@H](CN(C2)CC2CCOCC2)C1